Cl.C(C)C1=NN=C(O1)CN (5-ethyl-1,3,4-oxadiazol-2-yl)methanamine hydrochloride